(2S,4r)-1-[(2S)-2-[4-[(2-chlorophenoxy)methyl]triazol-1-yl]-3,3-dimethyl-butyryl]-4-hydroxy-N-methyl-pyrrolidine-2-carboxamide ClC1=C(OCC=2N=NN(C2)[C@H](C(=O)N2[C@@H](C[C@H](C2)O)C(=O)NC)C(C)(C)C)C=CC=C1